ClC1=CC(=C(C=C1)[C@@]1(OC2=C(O1)C=CC=C2C2CCN(CC2)CC=2N(C(=C(N2)C(F)(F)F)C#N)C[C@H]2OCC2)C)F 2-((4-((S)-2-(4-chloro-2-fluorophenyl)-2-methylbenzo[d][1,3]dioxol-4-yl)piperidin-1-yl)methyl)-1-(((S)-oxetan-2-yl)methyl)-4-(trifluoromethyl)-1H-imidazole-5-carbonitrile